2-((2-(4-(tert-butyl)phenyl)-1H-indol-5-yl)thio)acetic acid C(C)(C)(C)C1=CC=C(C=C1)C=1NC2=CC=C(C=C2C1)SCC(=O)O